P(=O)([O-])([O-])OP(=O)([O-])OP(=O)([O-])[O-] triphosphorate